OC=1C(=CC2=CC=CC=C2C1)C(=O)NC1=C(C(=CC=C1)Cl)C 3-hydroxy-N-(2-methylchlorophenyl)-2-naphthoamide